1-{6-[3-(ethanesulfonyl)-5-[5-(1-fluorocyclopropyl)-1,2,4-oxadiazol-3-yl]pyridin-2-yl]-7-methyl-7H-imidazo[4,5-c]pyridazin-3-yl}ethan-1-one C(C)S(=O)(=O)C=1C(=NC=C(C1)C1=NOC(=N1)C1(CC1)F)C1=NC2=C(N=NC(=C2)C(C)=O)N1C